C(CCCCC)(=O)ONC(CCN1C(C=CC1=O)=O)=O (β-maleimidopropionamido) hexanoate